(3R)-3-amino-5-benzyl-8-fluoro-1,1-dioxo-7-[5-(1,2,2,2-tetrafluoro-1-methoxy-ethyl)-1,2,4-oxadiazol-3-yl]-2,3-dihydro-1lambda6,5-benzothiazepin-4-one N[C@H]1CS(C2=C(N(C1=O)CC1=CC=CC=C1)C=C(C(=C2)F)C2=NOC(=N2)C(C(F)(F)F)(OC)F)(=O)=O